CC1=CC=C(C(=O)OC2=C(C(=CC(=C2)Cl)C=NC2=C(C=C(C=C2)Cl)Cl)OC(C(C)C)=O)C=C1 5-chloro-3-((2,4-dichlorophenylimino)-methyl)-2-(isobutyryl-oxy)phenyl 4-methyl-benzoate